FC1(CC1)C(=O)NC1=CNC2=CC=C(C=C12)OC1CC(C1)C1=CC=C(C=C1)C(F)(F)F 1-fluoro-N-{5-[(1R,3R)-3-[4-(trifluoromethyl)phenyl]cyclobutoxy]-1H-indol-3-yl}cyclopropane-1-carboxamide